FC[C@H]1S[C@@H]2[C@@H]([C@H]([C@H]([C@@H]([C@@H]([C@@H](\C=C/C1)C)N[S@](=O)C(C)(C)C)O2)O)O)O (R)-N-((1R,3S,7R,8R,9R,10R,11S,12R,Z)-3-(fluoromethyl)-10,11,12-trihydroxy-7-methyl-13-oxa-2-thiabicyclo[7.3.1]tridec-5-en-8-yl)-2-methylpropane-2-sulfinamide